tert-butyl 8-[2-(3-[4-[(benzyloxy)carbonyl]piperazin-1-yl]propyl)pyridin-4-yl]-3,8-diazabicyclo[3.2.1]octane-3-carboxylate C(C1=CC=CC=C1)OC(=O)N1CCN(CC1)CCCC1=NC=CC(=C1)N1C2CN(CC1CC2)C(=O)OC(C)(C)C